C1(CC1)COC=1C=C(C=CC1F)[C@](CO)(CC)O (S)-2-(3-(cyclopropylmethoxy)-4-fluorophenyl)butane-1,2-diol